1-((6,6-bis(octyloxy)hexanoyl)oxy)pentadecan C(CCCCCCC)OC(CCCCC(=O)OCCCCCCCCCCCCCCC)OCCCCCCCC